BrC=1C=C2C(=NC(=NC2=C2C1OC(C(N2C)=O)(C)C)C)Cl 6-bromo-4-chloro-2,8,8,10-tetramethyl-8H-[1,4]oxazino[2,3-H]quinazolin-9(10H)-one